(E)-3-(4-hydroxy-3,5-dimethoxyphenyl)-1-(3-methyl-6-(methylthio)benzofuran-2-yl)prop-2-en-1-one OC1=C(C=C(C=C1OC)/C=C/C(=O)C=1OC2=C(C1C)C=CC(=C2)SC)OC